N=1N=CN2C1C=CC(=C2)C(CC(=O)O)N2N=CC1=CC(=CC=C21)OCCC2=NC=1NCCCC1C=C2 3-([1,2,4]Triazolo[4,3-a]pyridin-6-yl)-3-(5-(2-(5,6,7,8-tetrahydro-1,8-naphthyridin-2-yl)ethoxy)-1H-indazol-1-yl)propanoic acid